OCC(C)(C)NC(OC(C)(C)C)=O tert-butyl N-(1-hydroxy-2-methylpropan-2-yl)carbamate